(2'-(4,5-Dimethyl-1H-imidazol-2-yl)-3,4'-bipyridin-5-yl)(3-hydroxypiperidin-1-yl)methanon CC=1N=C(NC1C)C1=NC=CC(=C1)C=1C=NC=C(C1)C(=O)N1CC(CCC1)O